FC1=C(C#N)C(=CC(=C1)CC(C)C)C12CCN(CC2C1)CC=1N=NC=CC1 2-fluoro-4-isobutyl-6-(3-(pyridazin-3-ylmethyl)-3-azabicyclo[4.1.0]heptane-6-yl)benzonitrile